COC1=C(C=CC=C1C1=NC=CC=N1)NC1=NC(=NC=C1C(=O)OCC)NC1=NC=CC=C1 Ethyl 4-(2-methoxy-3-(pyrimidin-2-yl)phenylamino)-2-(pyridin-2-ylamino)pyrimidine-5-carboxylate